CC(C(=O)O)CCCC(C)C 2,6-dimethylheptanoic acid